3-Fluoro-5-(((1-methyl-5-oxo-3,5-dihydro-1H-spiro[imidazo[1,2-c]pyrimidine-2,3'-oxetan]-7-yl)oxy)methyl)-2-((6-methylpyridin-3-yl)oxy)benzonitrile FC=1C(=C(C#N)C=C(C1)COC=1C=C2N(C(N1)=O)CC1(COC1)N2C)OC=2C=NC(=CC2)C